benzyl ((R)-1-((S)-1-(4-chloro-3-(1H-1,2,4-triazol-5-yl)phenyl)-2-hydroxyethyl)-4-(4-(1-(difluoromethyl)-1H-pyrazol-4-yl)phenyl)-4-neopentyl-5-oxoimidazolidin-2-ylidene)carbamate ClC1=C(C=C(C=C1)[C@@H](CO)N1C(N[C@](C1=O)(CC(C)(C)C)C1=CC=C(C=C1)C=1C=NN(C1)C(F)F)=NC(OCC1=CC=CC=C1)=O)C1=NC=NN1